(1S,2S,3S,5R)-3-(4-fluoro-2-((methylamino)methyl)phenoxy)-5-(4-methyl-7H-pyrrolo[2,3-d]pyrimidin-7-yl)cyclopentane-1,2-diol FC1=CC(=C(O[C@@H]2[C@H]([C@H]([C@@H](C2)N2C=CC3=C2N=CN=C3C)O)O)C=C1)CNC